ClC(OC1=CC=C(C=C1)NC(C1=CN=C(C(=C1)C=1C=C2C(=NC1)CC=1C2=NN(C1)C=1N=CC2=C(N1)SC=C2)N2C[C@@H](CC2)F)=O)(F)F (R)-N-(4-(chlorodifluoromethoxy)phenyl)-6-(3-fluoropyrrolidin-1-yl)-5-(2-(thieno[2,3-d]pyrimidin-2-yl)-2,4-dihydropyrazolo[3',4':3,4]cyclopenta[1,2-b]pyridin-7-yl)nicotinamide